(R)-2-(((1-(octadecyloxy)-3-(trityloxy)propan-2-yl)oxy)methyl)benzonitrile C(CCCCCCCCCCCCCCCCC)OC[C@H](COC(C1=CC=CC=C1)(C1=CC=CC=C1)C1=CC=CC=C1)OCC1=C(C#N)C=CC=C1